O1C(COCC1)=O dioxaneOne